N-((1r,4r)-4-(5-(6-(3-cyanopyrrolo[1,2-b]pyridazin-7-yl)-4-(isopropylamino)pyridin-3-yl)-1,3,4-thiadiazol-2-yl)cyclohexyl)morpholine-4-carboxamide C(#N)C1=CC=2N(N=C1)C(=CC2)C2=CC(=C(C=N2)C2=NN=C(S2)C2CCC(CC2)NC(=O)N2CCOCC2)NC(C)C